BrC=1C=C(C(=O)N([C@H]2CN(CCC2)C(=O)OC(C)(C)C)C2=NC=CC3=CC=CC(=C23)C)C=CC1C#N tert-butyl (3R)-3-[(3-bromo-4-cyano-benzoyl)-(8-methyl-1-isoquinolyl)amino]piperidine-1-carboxylate